N-(4-(4-(2-(benzo[b]thiophen-2-yl)acetamido)-2,5-difluorophenoxy)pyridin-2-yl)cyclopropanecarboxamide S1C2=C(C=C1CC(=O)NC1=CC(=C(OC3=CC(=NC=C3)NC(=O)C3CC3)C=C1F)F)C=CC=C2